2-(4-vinylbenzyl)-5,5'-ethylenebis(2H-tetrazole) C(=C)C1=CC=C(CC(CC=2N=NNN2)C=2N=NNN2)C=C1